Cl.COC([C@@H](N)CCC(=O)OC)=O |r| DL-glutamic acid dimethyl ester hydrochloride